1-(1-aminopropyl)-3-methylimidazole bromide [Br-].NC(CC)N1CN(C=C1)C